C(C)(=O)C1=NN(C2=CC=C(C=C12)C=1C=NC=2N(C1)N=C(C2)CC)CC(=O)N2[C@@H](C[C@H](C2)F)C(=O)NC2=NC(=CC=C2)Br (2S,4R)-1-(2-(3-acetyl-5-(2-ethylpyrazolo[1,5-a]pyrimidin-6-yl)-1H-indazol-1-yl)acetyl)-N-(6-bromopyridin-2-yl)4-fluoropyrrolidine-2-carboxamide